3-(7-(aminomethyl)-4-oxo-benzo[d][1,2,3]triazin-3(4H)-yl)piperidine-2,6-dione NCC=1C=CC2=C(N=NN(C2=O)C2C(NC(CC2)=O)=O)C1